N-[(1S)-1-[[(1S)-1-(5-benzyl-1H-imidazol-2-yl)ethyl]carbamoyl]-3-oxo-3-[(2S)-2-phenylpyrrolidin-1-yl]propyl]-5-methyl-isoxazole-3-carboxamide C(C1=CC=CC=C1)C1=CN=C(N1)[C@H](C)NC(=O)[C@H](CC(N1[C@@H](CCC1)C1=CC=CC=C1)=O)NC(=O)C1=NOC(=C1)C